p-octylmethylphenol C(CCCCCCC)C1=CC(=C(C=C1)O)C